3-hydroxy-1-methyl-6-nitro-2-oxo-1,2-dihydroquinoline-4-carboxylic acid ethyl ester C(C)OC(=O)C1=C(C(N(C2=CC=C(C=C12)[N+](=O)[O-])C)=O)O